(2S,5R)-N-(2-carbamoylpyridin-4-yl)-3-(3,4-difluoro-2-methoxyphenyl)-5-methyl-5-(trifluoromethyl)oxazolidine-2-carboxamide C(N)(=O)C1=NC=CC(=C1)NC(=O)[C@@H]1O[C@](CN1C1=C(C(=C(C=C1)F)F)OC)(C(F)(F)F)C